C(CCCCC(=O)[O-])(=O)[O-] r-adipate